C1C(CCCCCCC)CCCCCCCCCCCCCCCCCCCC1 icosanononane